C(C)[C@]1(OCC=2C=NC(=CC21)C(=O)NC2C(N(C=1N(CC2)N=C(C1)C1CCOCC1)C)=O)C (1R)-1-Ethyl-1-methyl-N-(4-methyl-5-oxo-2-(tetrahydro-2H-pyran-4-yl)-5,6,7,8-tetrahydro-4H-pyrazolo[1,5-a][1,3]diazepin-6-yl)-1,3-dihydrofuro[3,4-c]pyridin-6-carboxamid